(1S,5R)-3-(8-cyanoquinolin-5-yl)-N-(5-(4-methylpiperazin-1-yl)pyridin-2-yl)-5-(trifluoromethyl)-3-azabicyclo[3.1.0]hexane-1-carboxamide C(#N)C=1C=CC(=C2C=CC=NC12)N1C[C@@]2(C[C@@]2(C1)C(F)(F)F)C(=O)NC1=NC=C(C=C1)N1CCN(CC1)C